C(C)(=O)C1=NN(C2=CC=C(C=C12)C(=O)N=[N+]=[N-])CC(=O)N(C(C)C)CC(=O)NCC1=C(C(=CC=C1)Cl)F 3-acetyl-1-(2-((2-((3-chloro-2-fluorobenzyl)amino)-2-oxoethyl)(isopropyl)amino)-2-oxoethyl)-1H-indazole-5-carbonyl azide